5-[2,3-difluoro-4-[1-(2-methoxyethyl)pyrazol-4-yl]phenyl]-1-methyl-imidazole-2-carboxamide FC1=C(C=CC(=C1F)C=1C=NN(C1)CCOC)C1=CN=C(N1C)C(=O)N